FC1=C(C=CC=C1)C1=CC=C(C=C1)[C@@H]1[C@@H]2CN(CCCCN2[C@@H]1CO)C(=O)NC1=CC=C(C=C1)OC (8R,9R,10S)-9-[4-(2-fluorophenyl)phenyl]-10-(hydroxymethyl)-N-(4-methoxyphenyl)-1,6-diazabicyclo[6.2.0]decane-6-carboxamide